C(CN1C(=NC2=C1C=CC(=C2)C(N)=O)C=2C1=C(SC2C(=O)O)C(=CC=C1Br)F)N1C(=NC2=C1C=CC(=C2)C(N)=O)C=2C1=C(SC2C(=O)O)C(=CC=C1Br)F 3'-(ethane-1,2-diylbis(5-carbamoyl-1H-benzo[d]imidazole-1,2-diyl))bis(4-bromo-7-fluoro-benzo[b]thiophene-2-carboxylic acid)